pentenylquinazolinone C(=CCCC)C1=NC(NC2=CC=CC=C12)=O